C(C)(C)(C)NC(C1=CC(=CC=C1)NC(CC1=CNC2=CC=CC=C12)=O)=O N-tert-Butyl-3-[[2-(1H-indol-3-yl)acetyl]amino]benzamide